ClC=1C(N(N=CC1NC[C@@]1(COCCC1)F)C1=CC=C(C=C1)[C@H]1O[C@H](CC1)C(C)C)=O 4-chloro-5-((((S)-3-fluorotetrahydro-2H-pyran-3-yl)methyl)amino)-2-(4-((2S,5R)-5-isopropyltetrahydrofuran-2-yl)phenyl)pyridazin-3(2H)-one